C(C)(C)(C)[Si](C1=CC=CC=C1)(C1=CC=CC=C1)OC[C@@H]1OC[C@H](CC1)OCC |r| racemic-trans-tert-butyl((5-ethoxytetrahydro-2H-pyran-2-yl)methoxy)diphenylsilane